tert-Butyl N-[cyclooctyl(4-fluoro-1H-benzimidazol-2-yl)methyl]carbamate C1(CCCCCCC1)C(NC(OC(C)(C)C)=O)C1=NC2=C(N1)C=CC=C2F